FC1=C(C=CC(=C1)C1=NC=2C=NC(=NC2N(C1=O)C(C)C)N[C@@H]1CNC[C@](C1)(C)CF)NS(=O)(=O)CC1=CC=CC=C1 N-(2-fluoro-4-(2-(((3S,5R)-5-(fluoromethyl)-5-methylpiperidin-3-yl)amino)-8-isopropyl-7-oxo-7,8-dihydropteridin-6-yl)phenyl)-1-phenylmethanesulfonamide